S(=O)(=O)(O)OC1=CC=C(C=C1)C=C 4-vinylphenol sulfate